2-((1-hydroxycyclobutyl)methyl)isoindoline-1,3-dione OC1(CCC1)CN1C(C2=CC=CC=C2C1=O)=O